2,2,2-trifluoro-N-((1R,3s,5S)-8-((2-methyl-6-(trifluoromethyl)pyridin-3-yl)sulfonyl)-8-azabicyclo[3.2.1]octan-3-yl)acetamide FC(C(=O)NC1C[C@H]2CC[C@@H](C1)N2S(=O)(=O)C=2C(=NC(=CC2)C(F)(F)F)C)(F)F